4-{5-[(2-hydroxy-3-methoxybenzylidene)amino]-1,3,4-thiadiazol-2-yl}catechol OC1=C(C=NC2=NN=C(S2)C=2C=C(C(O)=CC2)O)C=CC=C1OC